C(=O)C1=C(C=CC=C1)C1=C(NC2=CC=C(C=C12)F)C(=O)OCC ethyl 3-(2-formylphenyl)-5-fluoro-1H-indole-2-carboxylate